[C@H]12NC[C@H]([C@H](C1)C1=CC=C(C=C1)C1=CC(=CC3=CC(=CC=C13)C1=CC=C(C=C1)C(F)(F)F)C(=O)OCC(=O)N(C)C)C2 2-(Dimethylamino)-2-oxoethyl 4-(4-((1S,4S,5S)-2-azabicyclo[2.2.1]heptan-5-yl)phenyl)-7-(4-(trifluoromethyl)phenyl)-2-naphthoate